3-(4-((3,4-dioxo-2-(piperidin-1-yl)cyclobut-1-en-1-yl)amino)phenyl)-5-(pyridin-2-ylamino)-1H-pyrazole-4-carboxamide O=C1C(=C(C1=O)NC1=CC=C(C=C1)C1=NNC(=C1C(=O)N)NC1=NC=CC=C1)N1CCCCC1